C(CCCCCCCC)C(COCCOCCOCCOCCOCCOCCOCCOCCOCCOCCOCCOCCOCCOCCOCCOCCOCCOCCOCCO)(C1=CC=CC=C1)O Nonylphenyl-Eicosaethylenglycol